5-propyl-2-[(4-pyrimidin-2-yl-phenyl)methylamino]-4H-[1,2,4]-triazolo[1,5-a]pyrimidin-7-one C(CC)C=1NC=2N(C(C1)=O)N=C(N2)NCC2=CC=C(C=C2)C2=NC=CC=N2